5-[3-(trifluoroacetamido)propynyl]-5'-O-trityl-3'-O-methylthiomethyl-2'-deoxycytidine FC(C(=O)NCC#CC=1C(=NC(N([C@H]2C[C@H](OCSC)[C@@H](COC(C3=CC=CC=C3)(C3=CC=CC=C3)C3=CC=CC=C3)O2)C1)=O)N)(F)F